BrC(=CC1=CC2=C(CN(CC2)C(=O)OC(C)(C)C)S1)Br tert-butyl 2-(2,2-dibromovinyl)-4,7-dihydrothieno[2,3-c]pyridin-6(5H)-carboxylate